3-[2-(2-methoxyethoxy)ethoxy]propanoate COCCOCCOCCC(=O)[O-]